C(C=C)(=O)OCCCCN1C(CCC1)=O 4-(2-oxopyrrolidin-1-yl)butyl acrylate